β-D-glucopyranosyl-(1→4)-D-glucopyranose [C@@H]1([C@H](O)[C@@H](O)[C@H](O)[C@H](O1)CO)O[C@H]1[C@@H]([C@H](C(O)O[C@@H]1CO)O)O